5-{[bis({[(2S)-2-(methoxycarbonyl)pyrrolidine-1-carbonyloxy]methoxy})phosphoryl]difluoromethyl}-1-benzothiophene-2-carboxylic Acid COC(=O)[C@H]1N(CCC1)C(=O)OCOP(=O)(OCOC(=O)N1[C@@H](CCC1)C(=O)OC)C(C=1C=CC2=C(C=C(S2)C(=O)O)C1)(F)F